ketoquinolinone O=C1C(N=C2C=CC=CC2=C1)=O